ClC=1C=C(C=C(C1)NS(=O)(=O)C)NC(=O)C=1SC(=C(C1)C1=NC=C(C=N1)OC1CN(C1)C)C N-(3-chloro-5-(methylsulfonamido)phenyl)-5-methyl-4-(5-((1-methylazetidin-3-yl)oxy)pyrimidin-2-yl)thiophene-2-carboxamide